Butyl-dimethyl-[[4-(4-methyl-1-piperidyl)phenyl]methoxy]silane C(CCC)[Si](OCC1=CC=C(C=C1)N1CCC(CC1)C)(C)C